N-(3-(2-(((1r,4r)-4-aminocyclohexyl)amino)-5-fluoropyrimidin-4-yl)imidazo[1,2-a]Pyridine-6-yl)-2-phenylacetamide NC1CCC(CC1)NC1=NC=C(C(=N1)C1=CN=C2N1C=C(C=C2)NC(CC2=CC=CC=C2)=O)F